C(C)SC1=NC(=CC(=C1C(=O)NCCCCC)C)N1CCOCC1 2-Ethylsulfanyl-4-methyl-6-morpholin-4-yl-N-pentyl-pyridine-3-carboxylic acid amide